FC=1C=CC(=C(C(=O)OCC)C1)B1OC(C(O1)(C)C)(C)C Ethyl 5-fluoro-2-(tetramethyl-1,3,2-dioxaborolan-2-yl)benzoate